ClC1=CC=C(C=C1)C=1N=C(SC1)NC(=O)C12CC3(CC(CC(C1)C3)C2)C2=CC=C(C=C2)Cl 3-(4-Chloro-phenyl)-adamantane-1-carboxylic acid [4-(4-chloro-phenyl)-thiazol-2-yl]-amide